N-(5-(4-(1-(3-(2,6-dioxopiperidin-3-yl)benzyl)piperidin-4-yl)piperazin-1-yl)-1-((1s,4s)-4-(hydroxymethyl)cyclohexyl)-1H-benzo[d]imidazol-2-yl)-3-(trifluoromethyl)benzamide O=C1NC(CCC1C=1C=C(CN2CCC(CC2)N2CCN(CC2)C2=CC3=C(N(C(=N3)NC(C3=CC(=CC=C3)C(F)(F)F)=O)C3CCC(CC3)CO)C=C2)C=CC1)=O